ClC1=C(OC=2N=NC(=CC2C(=O)NC2=CC(=CC=C2)S(=O)(=NC)C)C(F)(F)F)C=CC(=C1)F 3-(2-chloro-4-fluorophenoxy)-N-(3-(N,S-dimethylsulfonimidoyl)phenyl)-6-(trifluoromethyl)pyridazine-4-carboxamide